ClC=CC(F)(F)F 1-CHLORO-3,3,3-TRIFLUOROPROPENE